C([C@H](O)C1=CC=CC=C1)(=O)O |r| rac-Mandelic acid